1-(1-(pyridin-4-yl)-3,6,8,9-tetrahydro-7H-pyrrolo[2,3-c][2,7]naphthyridin-7-yl)ethan-1-one N1=CC=C(C=C1)C1=CNC=2N=CC=3CN(CCC3C21)C(C)=O